ClC=1C=C(C=C(C1N1C(N(CC1)C)=O)F)C1=C(C(=CC(=C1)F)C1=CC(=NC=C1)N1CCNCC1)O 1-(3-chloro-5,5'-difluoro-2'-hydroxy-3'-(2-(piperazin-1-yl)pyridin-4-yl)-[1,1'-biphenyl]-4-yl)-3-methylimidazolidin-2-one